C1=CC=C2C(=C1)C(=CN2)CC(C(=O)O)O The molecule is a hydroxy monocarboxylic acid that is lactic acid substituted by a 1H-indol-3-yl group at position 3. It is a metabolite of tryptophan. It has a role as a human metabolite. It is an indol-3-yl carboxylic acid and a hydroxy monocarboxylic acid. It derives from a rac-lactic acid. It is a conjugate acid of a 3-(indol-3-yl)lactate.